4-hydroxy-6-((4-(methylsulfonyl)phenyl)amino)-1,7-naphthyridine-3-carbonitrile OC1=C(C=NC2=CN=C(C=C12)NC1=CC=C(C=C1)S(=O)(=O)C)C#N